1-(1,1-difluoroethyl)-1-ethynylcyclopropane FC(C)(F)C1(CC1)C#C